N-[4-[(6,7-Dimethoxy-1,5-naphthyridin-4-yl)oxy]-3-fluorophenyl]-1-(1-oxidopyridin-1-ium-4-yl)-2-oxopyridine-3-carboxamide hydrochloride Cl.COC=1N=C2C(=CC=NC2=CC1OC)OC1=C(C=C(C=C1)NC(=O)C=1C(N(C=CC1)C1=CC=[N+](C=C1)[O-])=O)F